FC1=CC=C(C=C1)N(C(OC1=C(C=C(C=C1C(F)(F)F)C(F)(F)F)I)=O)C 2-iodo-4,6-bis(trifluoromethyl)phenyl (4-fluorophenyl)(methyl)carbamate